N-(2-aminoethyl)-2-(benzo[d]oxazol-2-ylamino)-1-methyl-1H-benzo[d]imidazole-5-carboxamide hydrochloride Cl.NCCNC(=O)C1=CC2=C(N(C(=N2)NC=2OC3=C(N2)C=CC=C3)C)C=C1